methyl 2,6-difluoro-3-(N-(propylsulfonyl)propylsulfonamido)benzoate FC1=C(C(=O)OC)C(=CC=C1N(S(=O)(=O)CCC)S(=O)(=O)CCC)F